ClC1=CC=CC(=N1)C(=O)NC1CC(C1)N1C2=NC=NC(=C2N=C1)NC1=CC=C(C=C1)N1CCN(CC1)CC1CCN(CC1)C=1C=C2C(N(C(C2=CC1)=O)[C@@H]1C(NC(CC1)=O)=O)=O 6-chloro-N-((1s,3s)-3-(6-((4-(4-((1-(2-(2,6-dioxopiperidin-3-yl)-1,3-dioxoisoindolin-5-yl)piperidin-4-yl)methyl)piperazin-1-yl)phenyl)amino)-9H-purin-9-yl)cyclobutyl)picolinamide